N-(3-fluorocyclobutyl)-3-(5'-(methylsulfonamido)spiro[cyclohexane-1,3'-indoline]-1'-carbonyl)benzenesulfonamide FC1CC(C1)NS(=O)(=O)C1=CC(=CC=C1)C(=O)N1CC2(C3=CC(=CC=C13)NS(=O)(=O)C)CCCCC2